6-((6-(aminomethyl)pyridin-3-yl)oxy)nicotinic acid NCC1=CC=C(C=N1)OC1=NC=C(C(=O)O)C=C1